4-bromo-1-(cyclopentyloxy)-2-nitrobenzene BrC1=CC(=C(C=C1)OC1CCCC1)[N+](=O)[O-]